C(CCCCCCCCCCCCCCCCCCCCCCCCCCC)(=O)[O-].[Ca+2].C(CCCCCCCCCCCCCCCCCCCCCCCCCCC)(=O)[O-] Calcium Octacosanoate